aluminum tris(trifluoromethylsulfonate) FC(F)(F)S(=O)(=O)[O-].FC(F)(F)S(=O)(=O)[O-].FC(F)(F)S(=O)(=O)[O-].[Al+3]